p-fluorobenzenethiol FC1=CC=C(C=C1)S